1,2-diheneicosanoyl-sn-glycero-3-phospho-(1'-sn-glycerol) CCCCCCCCCCCCCCCCCCCCC(=O)OC[C@H](COP(=O)(O)OC[C@H](CO)O)OC(=O)CCCCCCCCCCCCCCCCCCCC